C(C)OCCN1N=C(C(=C1)NC(=O)C=1OC(=CC1)C=1C=NN(C1)CCC(C)C)C1=NC=CC=C1 N-(1-(2-ethoxyethyl)-3-(pyridin-2-yl)-1H-pyrazol-4-yl)-5-(1-isopentyl-1H-pyrazol-4-yl)furan-2-carboxamide